3-(Phenylsulfonyl)propionitrile C1(=CC=CC=C1)S(=O)(=O)CCC#N